C1(CCCC1)CC=1OC(=CN1)C=1C(=NC(=CC1)C)N1CC=2N(CC1)C=CN2 2-(cyclopentylmethyl)-5-(2-(5,6-dihydroimidazo[1,2-a]pyrazin-7(8H)-yl)-6-methylpyridin-3-yl)oxazole